CC1=NCCC2=CC=CC=C12 1-methyl-3,4-dihydro-isoquinoline